NC1=NC(=NN1S(=O)(=O)C1=C(N=C(S1)C)C)NC1=CC(=C(C#N)C=C1)Cl 4-[[5-amino-1-(2,4-dimethylthiazol-5-yl)sulfonyl-1,2,4-triazol-3-yl]amino]-2-chloro-benzonitrile